C(CCC)N(C(O)=O)C(C1=CC=C(C=C1)OC)C1=CC(=C2C=CC=NC2=C1O)[N+](=O)[O-].ClC1=CC=C(C=C1)/C(=C\C1=CC=C(C=C1)Cl)/C1=NC(=CC=C1)C (E)-2-(1,2-bis(4-chlorophenyl)vinyl)-6-methylpyridine butyl-[(8-hydroxy-5-nitroquinolin-7-yl)(4-methoxyphenyl)methyl]carbamate